C1N(CC12CNC2)C2=C1C(=NC=C2C(F)(F)F)SC(=C1)CC(F)(F)F 4-(2,6-Diazaspiro[3.3]heptan-2-yl)-2-(2,2,2-trifluoroethyl)-5-(trifluoromethyl)thieno[2,3-b]pyridine